CN1N=C(C=C1)CNC(C1=CC(=CC=C1)CNC1=NC=C(C2=C1CCO2)C2=CC=NC=C2)=O N-((1-methyl-1H-pyrazol-3-yl)methyl)-3-(((7-(pyridin-4-yl)-2,3-dihydrofuro[3,2-c]pyridin-4-yl)amino)methyl)benzamide